C(CCCCC\C=C/CC\C=C/C=C/CC)O (Z,Z,E)-7,11,13-hexadecatrienol